C(C)(C)(C)N(C(O)=O)C1=NC=C(C=C1C)NC(C(=O)N1C(CCC(C1)C)([2H])C1=CC=C(C=C1)F)=O.C[Si](OC)(OC)C dimethyldimethyl-Oxysilane tert-butyl-(5-(2-(2-(4-Fluorophenyl)-5-methylpiperidin-1-Yl-2-d)-2-oxoacetamido)-3-methylpyridin-2-yl)carbamate